C(CC)\C(=C/C(=O)OCCCCCCCCN(CCCCCCCCOC(C=C(CCCCCCCCCC)CCC)=O)CCCO)\CCCCCCCCCC ((3-hydroxypropyl)azanediyl)bis(octane-8,1-diyl) (2E,2'E)-bis(3-propyltridec-2-enoate)